C(C)OC([C@@H](CC1=C(C=CC=C1)OCC1=CC=CC=C1)OC(C)=O)=O.NC1=NC(N(C=C1)[C@@H]1O[C@@]([C@H]([C@@H]1C#C)O)(CO)CCl)=O 4-amino-1-[(2R,3S,4S,5R)-5-(chloromethyl)-3-ethynyl-4-hydroxy-5-(hydroxymethyl)oxolan-2-yl]pyrimidin-2-one (R)-ethyl-2-acetoxy-3-(2-(benzyloxy)phenyl)propanoate